C(C)(C)(C)N(C(O)=O)C1CC(C1)CCCN1N=CC(=C1)C1=NC2=CC=CC=C2N=C1.OCC1CNCCC1 3-(Hydroxy-methyl)piperidine tert-butyl-(3-(3-(4-(quinoxalin-2-yl)-1H-pyrazol-1-yl)propyl)cyclobutyl)carbamate